6-(5-(((1r,2s,3s,5s)-2-fluoro-1,5-dimethyl-8-azabicyclo[3.2.1]oct-3-yl)oxy)pyrazin-2-yl)isoquinolin-7-ol F[C@H]1[C@]2(CC[C@@](C[C@@H]1OC=1N=CC(=NC1)C=1C=C3C=CN=CC3=CC1O)(N2)C)C